FC1=C(C(=C(C(=C1[B-](C1=C(C(=C(C(=C1F)F)F)F)F)(C1=C(C(=C(C(=C1F)F)F)F)F)C1=C(C(=C(C(=C1F)F)F)F)F)F)F)F)F.C(C1=CC=CC=C1)[N+]1=CC=CC=C1 benzylpyridinium tetrakis(pentafluorophenyl)borate